[2-(Hydroxymethyl)pyrrolidin-2-yl]methanol oxetan-3-yl-((1S,4r)-4-(5-(2-(N-(tert-butyl)sulfamoyl)-4-(3-((S)-1-(2-fluorophenyl)ethyl)ureido)phenyl)thiazol-2-yl)cyclohexyl)carbamate O1CC(C1)N(C(=O)OCC1(NCCC1)CO)C1CCC(CC1)C=1SC(=CN1)C1=C(C=C(C=C1)NC(=O)N[C@@H](C)C1=C(C=CC=C1)F)S(NC(C)(C)C)(=O)=O